FC=1C(=C2C(=CC=CC2=CC1)B1OC(C(O1)(C)C)(C)C)C#C[Si](C(C)C)(C(C)C)C(C)C 6-fluoro-4-(4,4,5,5-tetramethyl-1,3,2-dioxaborolan-2-yl)-5-((triisopropylsilyl)ethynyl)naphthalen